COC(C1=NC=C(C=C1Cl)N1C(NC2=C1C=CC=C2)=O)=O 3-chloro-5-(2-oxo-2,3-dihydro-1H-benzo[d]imidazol-1-yl)picolinic acid methyl ester